NC1=C(C=CC(=C1)N)O 2,4-diaminophenol